N-(1-acetylazetidin-3-yl){4-fluoro-3-[2-({[3-fluoro-1-(3-fluoro(2-pyridyl))cyclobutyl]methyl}amino)pyrimidin-5-yl]phenyl}carboxamide C(C)(=O)N1CC(C1)NC(=O)C1=CC(=C(C=C1)F)C=1C=NC(=NC1)NCC1(CC(C1)F)C1=NC=CC=C1F